Cl.N[C@@H](C=O)[C@@H](O)[C@H](O)[C@H](O)CO 2-Deoxy-2-aminoglucose hydrochloride